4-amino-N-(cyclopropylmethyl)-N-((5-(trifluoromethoxy)pyridin-2-yl)methyl)imidazo[1,5-a]quinoxaline-8-carboxamide NC=1C=2N(C3=CC(=CC=C3N1)C(=O)N(CC1=NC=C(C=C1)OC(F)(F)F)CC1CC1)C=NC2